C(C)(C)(C)C=1C(=C(C=CC1)C1=CC(=CC(=C1)P)C1=CC=CC=C1)C(C)(C)C (di-(tert-butyl)(1,1':3',1''-terphenyl)-5'-yl)phosphine